C(C(=O)O)(=O)O.O1N=C(N=C1)C=1N=C(SC1)OCCCN1CCN(CC1)C1=NSC2=C1C=CC=C2 3-{4-[3-(4-[1,2,4]oxadiazol-3-yl-thiazol-2-yloxy)-propyl]-piperazin-1-yl}-benzo[d]isothiazole oxalate